3-(2-(Pyridine-3-yl)ethyl)-6-(p-tolyl)-7H-[1,2,4]triazolo[3,4-b][1,3,4]thiadiazin N1=CC(=CC=C1)CCC1=NN=C2SCC(=NN21)C2=CC=C(C=C2)C